N-{3,5-difluoro-4-[(3-[3-methoxy-4-(trifluoromethyl)phenyl]-1-{[2-(trimethylsilyl)ethoxy]methyl}-1H-pyrrolo[2,3-b]pyridin-4-yl)oxy]phenyl}-N'-[(3-fluorooxetan-3-yl)methyl]urea FC=1C=C(C=C(C1OC1=C2C(=NC=C1)N(C=C2C2=CC(=C(C=C2)C(F)(F)F)OC)COCC[Si](C)(C)C)F)NC(=O)NCC2(COC2)F